S-((6-cyclopropyl-8-(3-methyl-2,4-dioxoimidazolidin-1-yl)imidazo[1,2-a]pyridin-2-yl)methyl) ethanethioate C(C)(SCC=1N=C2N(C=C(C=C2N2C(N(C(C2)=O)C)=O)C2CC2)C1)=O